tert-Butyl (S)-(1-amino-3-(1H-benzo[d][1,2,3]triazol-1-yl)-1-oxopropan-2-yl)carbamate NC([C@H](CN1N=NC2=C1C=CC=C2)NC(OC(C)(C)C)=O)=O